C(C)(C)(C)OC(=O)NCCNC(=O)C=1NC2=CC=CC(=C2C1)C=1C=C(O[C@H]2C[C@H](N(C2)C(=O)C=2C=NN(C2)C2=C(C=C(C=C2)F)Cl)C(=O)OC)C=CC1 methyl (2S,4S)-4-[3-[2-[2-(tert-butoxycarbonylamino)ethylcarbamoyl]-1H-indol-4-yl]phenoxy]-1-[1-(2-chloro-4-fluoro-phenyl)pyrazole-4-carbonyl]pyrrolidine-2-carboxylate